(2S,3R,4R,5S)-2-(hydroxymethyl)-1-(4-((tetrahydro-2H-pyran-4-yl)oxy)phenethyl)piperidine-3,4,5-triol OC[C@@H]1N(C[C@@H]([C@H]([C@@H]1O)O)O)CCC1=CC=C(C=C1)OC1CCOCC1